C(C(=C)C)(=O)OCCC[Si](OCC)(OCC)OC gamma-methacryloxypropyl-methoxydiethoxysilane